C(CCC(=O)[O-])(=O)[O-].C(CCC(=O)[O-])(=O)[O-].N(C(=O)N)[Ca+].N(C(=O)N)[Ca+].N(C(=O)N)[Ca+].N(C(=O)N)[Ca+] ureidocalcium disuccinate